Methyl 2-[4-bromo-1-tert-butyl-5-(4-fluorophenyl)-1H-pyrazol-3-yl]Acetate BrC=1C(=NN(C1C1=CC=C(C=C1)F)C(C)(C)C)CC(=O)OC